C(=C)C=1C=C2C=CC(=CC2=CC1)C(C(=O)N)C (6-vinylnaphthalen-2-yl)propionamide